C=CC(=O)OC1=CC=CC=C1C(=O)O acryloyloxybenzoic acid